methoxy-N-methyl-1',2',3',6'-tetrahydro-[3,4'-bipyridine]-6-carboxamide COC1=NC(=CC=C1C=1CCNCC1)C(=O)NC